(S)-3-(tert-butoxycarbonyl)-1,2,3,4,4a,5-hexahydropyrazino[1,2-d]pyrido[2,3-b][1,4]oxazine-8-carboxylic acid C(C)(C)(C)OC(=O)N1C[C@@H]2N(C3=C(OC2)N=C(C=C3)C(=O)O)CC1